(R)-5-(3-(dimethylamino)azetidin-1-yl)-N-(1-(3-(1-ethyl-1H-pyrazol-3-yl)-5-(1-methyl-1H-pyrazol-4-yl)phenyl)ethyl)-2-methylbenzamide CN(C1CN(C1)C=1C=CC(=C(C(=O)N[C@H](C)C2=CC(=CC(=C2)C=2C=NN(C2)C)C2=NN(C=C2)CC)C1)C)C